6,7-dihydropyrido[4',3':4,5]thieno[2,3-d]pyrimidine-4,8(3H,5H)-dione N1=CNC(C2=C1SC1=C2CCNC1=O)=O